2-iso-propyl-1-2-iso-butyl-1,3-dimethoxypropane C(C)(C)C(C(OC)C(C)(C)C)COC